tetrahydrofuran-3-carboximidamide, hydrochloride salt Cl.O1CC(CC1)C(N)=N